O(C=1C(C(=C(N(C1)CCCCCCCCCCCCCCCCCC)C=O)O)=O)C=1C(C(=C(N(C1)CCCCCCCCCCCCCCCCCC)C=O)O)=O 5,5'-oxybis(N-octadecyl-2-formyl-3-hydroxypyridin-4-one)